C(CCC)[C@@]1([C@@](C2=C(C(=C(C=C2C=C1C(=O)O)OC)O)OC)(C1=CC(=C(C(=C1)OC)O)OC)CCCC)C(=O)O dibutyl-(1R,2S)-7-hydroxy-1-(4-hydroxy-3,5-dimethoxyphenyl)-6,8-dimethoxy-1,2-dihydronaphthalene-2,3-dicarboxylic acid